OC1=CC=C(C=C1)C1=CC(=CC=C1)CC(=O)ON1C(CCC1=O)=O 2,5-dioxopyrrolidin-1-yl 2-(4'-hydroxy-[1,1'-biphenyl]-3-yl)acetate